NC1=C(C=2C(=NC=C(C2S1)F)C=1C2=C(C=3C=NC(=NC3C1F)OC[C@H]1N(C[C@@H](C1)C(F)(F)F)C)COC2)C#N 2-Amino-7-fluoro-4-[5-fluoro-3-[[(2S,4R)-1-methyl-4-(trifluoromethyl)pyrrolidin-2-yl]methoxy]-7,9-dihydrofuro[3,4-f]quinazolin-6-yl]thieno[3,2-c]pyridine-3-carbonitrile